(4-iodo-1-oxoisoindolin-2-yl)piperidine-2,6-dione IC1=C2CN(C(C2=CC=C1)=O)N1C(CCCC1=O)=O